NC1=NC(=NC(=C1C1=C(C(=CC=C1)Cl)Cl)C#N)N1CCC2(CC1)[C@@H](C1=C(C=NC=C1)C2)N[S@](=O)C(C)(C)C (R)-N-((5S)-1'-(4-amino-6-cyano-5-(2,3-dichlorophenyl)pyrimidin-2-yl)-5,7-dihydrospiro[cyclopenta[c]pyridin-6,4'-piperidin]-5-yl)-2-methylpropan-2-sulfinamide